OCCC1=CC=C(S1)C1=CN=CC(=N1)C1=CC(=CS1)NC(CCCC)=O N-(5-{6-[5-(2-hydroxyethyl)thiophen-2-yl]pyrazin-2-yl}thiophen-3-yl)pentanamide